8,8-difluoro-2-(5-fluoro-3-pyridyloxy)-5-bromobicyclo[4.2.0]octa-1,3,5-trien-7-ol FC1(C(C2=C(C=CC(=C12)OC=1C=NC=C(C1)F)Br)O)F